ClC=1C=CC2=C(C(NC3=C(O2)C=CC=C3)=O)C1 2-Chlorodibenzo[b,f][1,4]oxazepin-11(10H)-one